C(CCCCCCCCC)(=O)OCCCCCCCCCCCCCCCCCCCC n-eicosyl decanoate